ClC1=CC=C(C=C1)C1=CC(=NC(=N1)C=1C=NN(C1)C)N1C[C@@H](CC1)O (R)-1-(6-(4-chlorophenyl)-2-(1-methyl-1H-pyrazol-4-yl)pyrimidin-4-yl)pyrrolidin-3-ol